thiothiosulfide S1SS1